4,4'-((4-(ethylcarbamoyl)pyridine-2,6-diyl)bis(1H-1,2,3-triazole-4,1-diyl))bis(2-methylbenzoic acid) C(C)NC(=O)C1=CC(=NC(=C1)C=1N=NN(C1)C1=CC(=C(C(=O)O)C=C1)C)C=1N=NN(C1)C1=CC(=C(C(=O)O)C=C1)C